11-Hydroxy-3,6,9-trioxaundecanoic acid (1R,2S,5R)-menthyl ester [C@@H]1(CC(C(CC1)C(C)C)OC(COCCOCCOCCO)=O)C